N-(4-(6-amino-5-(2-(methylamino)ethoxy)pyrimidin-4-yl)-2-methylbenzyl)-5-(tert-butyl)1,2,4-oxadiazole-3-carboxamide NC1=C(C(=NC=N1)C1=CC(=C(CNC(=O)C2=NOC(=N2)C(C)(C)C)C=C1)C)OCCNC